7-(2-Fluorophenyl)-5-phenylpyrazolo[1,5-a]pyrimidine-2-carboxylic acid FC1=C(C=CC=C1)C1=CC(=NC=2N1N=C(C2)C(=O)O)C2=CC=CC=C2